N1(CCCCC1)C(=O)C=1C=NN2C1C=CC=C2C=2C=C(C=CC2)NC(=O)C2CCCCC2 N-(3-(3-(piperidine-1-carbonyl)pyrazolo[1,5-a]pyridin-7-yl)phenyl)cyclohexanecarboxamide